(1S,4S)-2-(L-prolyl)-5-(2,4-difluorobenzyl)-2,5-diazabicyclo[2.2.1]heptane N1[C@@H](CCC1)C(=O)N1[C@@H]2CN([C@H](C1)C2)CC2=C(C=C(C=C2)F)F